14-hydroxy-2,6,10,14-tetramethyl-hexadec-15-enoic acid OC(CCCC(CCCC(CCCC(C(=O)O)C)C)C)(C=C)C